NC1=C(C(=NC(=C1)C1CCCC1)Cl)C(=O)O 4-amino-2-chloro-6-cyclopentylpyridine-3-carboxylic acid